C(#N)C1=C(OC2=C(C=C(C=C2C1=O)C)[C@@H](C)NC1=C(C(=O)O)C=CC=C1)N1CCC(CC1)(F)F (R)-2-((1-(3-Cyano-2-(4,4-difluoropiperidin-1-yl)-6-methyl-4-oxo-4H-chromen-8-yl)ethyl)amino)benzoic acid